6-bromo-2-[2-cyclopropyl-5-(trifluoromethyl)pyrazol-3-yl]-8-methyl-3,1-benzoxazin-4-one BrC=1C=C(C2=C(C(OC(=N2)C=2N(N=C(C2)C(F)(F)F)C2CC2)=O)C1)C